C(=O)(O)[Ni](C(=O)O)(C(=O)O)C(=O)O tetra-carboxynickel